6-Amino-3-((1S,3S)-4'-chloro-3-(5-methyl-1H-pyrazol-1-yl)-1',2'-dihydrospiro[cyclopentane-1,3'-pyrrolo[2,3-b]pyridin]-5'-yl)-2-fluoro-N,N-dimethylbenzamide NC1=CC=C(C(=C1C(=O)N(C)C)F)C=1C(=C2C(=NC1)NC[C@@]21C[C@H](CC1)N1N=CC=C1C)Cl